ClC1=NC=CC2=C1C(=CN2C=2C=NC=NC2)C2=C(C=CC=C2)F 4-Chloro-3-(2-fluorophenyl)-1-(pyrimidin-5-yl)-1H-pyrrolo[3,2-c]pyridine